FC(=CC1=CC=C(C(=C1N1CC2(CCC1)CCN(CC2)C(=O)OC(C)(C)C)C(F)(F)F)OCC[Si](C)(C)C)F tert-Butyl 2-(6-(2,2-difluorovinyl)-2-(trifluoromethyl)-3-(2-(trimethylsilyl)ethoxy)phenyl)-2,9-diazaspiro[5.5]undecane-9-carboxylate